3-[2-chloro-3-(3,4-dihydro-2H-1-benzopyran-6-yl)phenyl]piperidine-2,6-dione ClC1=C(C=CC=C1C=1C=CC2=C(CCCO2)C1)C1C(NC(CC1)=O)=O